C1(=CC=CC=C1)N1C2=CC=CC=C2C=2C=C(C=CC12)C=1C=CC=2NC3=CC=CC=C3C2C1 3-(N-phenyl-9H-carbazol-3-yl)-9H-carbazol